CC1CNCC(C1C1=C2CN(C(C2=C(C(=C1F)F)F)=O)C1C(NC(CC1)=O)=O)C 3-(4-(3,5-dimethylpiperidin-4-yl)-5,6,7-trifluoro-1-oxoisoindolin-2-yl)piperidine-2,6-dione